C(C)(C)C1=CC=C(C=C1)C=C(C=CC=O)C 5-(4-isopropylphenyl)-4-methylpenta-2,4-dienal